C12(OCC(C1)C2)COC2=C(C(=C(C=C2)NC=2C1=C(N=CN2)C=CC(=N1)N1[C@@H]2CN([C@H](C1)C2)C(=O)OC(C)(C)C)F)Cl tert-butyl (1S,4S)-5-(4-((4-((2-oxabicyclo[2.1.1]hexan-1-yl)methoxy)-3-chloro-2-fluorophenyl)amino)pyrido[3,2-d]pyrimidin-6-yl)-2,5-diazabicyclo[2.2.1]heptane-2-carboxylate